(S)-2,2-difluoro-N-(3-(2-((2-(piperidin-4-yl)thiazol-5-yl)amino)pyrimidin-4-yl)phenyl)cyclopropane-1-carboxamide FC1([C@@H](C1)C(=O)NC1=CC(=CC=C1)C1=NC(=NC=C1)NC1=CN=C(S1)C1CCNCC1)F